N1(CCNCC1)C1=NC=2N(C=C1)N=CC2C=2C(=NC=CC2)OC2CN(C2)C(C)=O 1-[3-[[3-(5-piperazin-1-ylpyrazolo[1,5-a]pyrimidin-3-yl)-2-pyridyl]oxy]azetidin-1-yl]ethanone